BrC1=CC(=C(C=C1OC)C#CCNC(OC(C)(C)C)=O)NS(=O)(=O)C1=CC=C(C=C1)C tert-butyl (3-(4-bromo-5-methoxy-2-((4-methylphenyl)sulfonamido)phenyl)prop-2-yn-1-yl)carbamate